(3-{6-[(1S)-1-hydroxypropyl]-4-methylpyridin-3-yl}-1,6-naphthyridin-7-yl)cyclopropanecarboxamide O[C@@H](CC)C1=CC(=C(C=N1)C=1C=NC2=CC(=NC=C2C1)C1(CC1)C(=O)N)C